O=C1NC=2C=CC(=C3C=CN=C1C23)N2N=CC(=C2C(F)(F)F)C(=O)O 1-(2-oxo-1,2-dihydropyrrolo[2,3,4-ij]isoquinolin-6-yl)-5-Trifluoromethyl-1H-pyrazole-4-carboxylic acid